ClC=1N=C(C2=C(N1)N(C=C2Cl)COCC[Si](C)(C)C)NC(C)C 2,5-dichloro-N-(propan-2-yl)-7-{[2-(trimethylsilyl)ethoxy]methyl}-7H-pyrrolo[2,3-d]pyrimidin-4-amine